13-(2-(1H-imidazol-1-yl)ethoxy)-2,3-dimethoxy-[1,3]dioxolo[4',5':4,5]benzo[1,2-c]phenanthridine N1(C=NC=C1)CCOC1=NC=2C3=C(C=CC2C2=CC(=C(C=C12)OC)OC)C=C1C(=C3)OCO1